6-(methylamino)-6,7-dihydro-5H-pyrazolo[5,1-b][1,3]oxazine-3-sulfonimidamide CNC1CN2C(OC1)=C(C=N2)S(=O)(N)=N